NC(CO)(CO)CO Aminotrimethylolmethane